N-(4-(tert-butyl)phenyl)-2-(4,4-dimethylpiperidin-1-yl)acetamide C(C)(C)(C)C1=CC=C(C=C1)NC(CN1CCC(CC1)(C)C)=O